C(C)N1CCN(CC1)C=1C=C(C=CC1F)C1=COC2=C(C1=O)C=CC(=C2)O 3-(3-(4-ethylpiperazin-1-yl)-4-fluorophenyl)-7-hydroxy-4H-benzopyran-4-one